2-(4-((6-cyano-2-((7-methyl-5-(methylsulfonyl)-1H-indol-4-yl)methyl)-2H-indazol-7-yl)oxy)piperidin-1-yl)-2-methylpropanoic acid C(#N)C=1C=CC2=CN(N=C2C1OC1CCN(CC1)C(C(=O)O)(C)C)CC1=C2C=CNC2=C(C=C1S(=O)(=O)C)C